2,2-dimethyl-3-(2-methyl-1-propenyl)cyclopropancarboxylat CC1(C(C1C=C(C)C)C(=O)[O-])C